thiobis(6-tert-butylphenol) S(C1=C(C(=CC=C1)C(C)(C)C)O)C1=C(C(=CC=C1)C(C)(C)C)O